ClC1=C(C=CC(=C1)N(C)CC=1SC(=CC1)Cl)NC(CCC1=CC=CC=C1)=O N-{2-Chloro-4-[(5-chloro-thiophen-2-ylmethyl)-(methyl)amino]-phenyl}-3-phenylpropionamide